N-({5-chloro-6-[2-(1H-tetraazol-1-yl)ethyl]-2-indolyl}methyl)1-methylcyclopropanecarboxamide ClC=1C=C2C=C(NC2=CC1CCN1N=NN=C1)CNC(=O)C1(CC1)C